FC=1C=C(C=CC1)C=1OC2=C(N1)C=C(C=C2)C(=O)N[C@H]2CN(C[C@@H]2OC)C |o1:19,23| 2-(3-fluorophenyl)-N-[(3S*,4S*)-4-methoxy-1-methylpyrrolidin-3-yl]-1,3-benzoxazole-5-carboxamide